OCC=1C=C(C=CC1)NC(CC1=CC=C(C=C1)Br)=O N-(3-(hydroxymethyl)phenyl)-2-(4-bromophenyl)acetamide